ClC1=CC=C(C=N1)N1CC(CCC1)NCC1=CC(=NC=C1)C 1-(6-chloropyridin-3-yl)-N-[(2-methylpyridin-4-yl)methyl]piperidin-3-amine